4-hydroxy-4-(3-pyridyl)-butyric acid OC(CCC(=O)O)C=1C=NC=CC1